(S)-7-(6-((3-(dimethylamino)propyl)amino)pyridin-3-yl)-6-fluoro-2,10-Dimethyl-9,10-dihydro-8-oxa-2,4,10a-triazanaphtho[2,1,8-cde]azulene-1(2H)-one CN(CCCNC1=CC=C(C=N1)C1=C(C=C2N=CC=3N(C(N4[C@H](COC1=C2C34)C)=O)C)F)C